C(C)S(=O)(=O)C1=CC=C(C=C1)[C@@H](CO)C1=C(C(=O)N)C=CC(=N1)N1[C@@H](CC(C1)C1=CC=C(C=C1)C(F)(F)F)COC ((R)-1-(4-(ethylsulfonyl)phenyl)-2-hydroxyethyl)-6-((2S)-2-(methoxymethyl)-4-(4-(trifluoromethyl)phenyl)pyrrolidin-1-yl)nicotinamide